C(C)(C)(C)OC(=O)N1CC=2C(N(C=3N=CC=CC3C2CC1)CC1=NC=CC=C1)=O 6-(pyridin-2-ylmethyl)-5-oxo-1,4,5,6-tetrahydropyrido[3,4-C][1,8]naphthyridine-3(2H)-carboxylic acid tert-butyl ester